C1(=CC(=CC(=C1)C(=O)[O-])C(=O)OCC)C(=O)OCC diethyl 1,3,5-benzenetricarboxylate